CC1(COCOC1)C 5,5-dimethyl-1,3-dioxane